4-(tert-butylamino)-2-(4-hydroxy-bicyclo[2.2.1]heptane-1-ylamino)pyrimidine-5-carboxamide C(C)(C)(C)NC1=NC(=NC=C1C(=O)N)NC12CCC(CC1)(C2)O